ClC1=CC(=C(COC=2C=C(C=CC2C)C=2CCN(CC2)CC2=NC3=C(N2C[C@H]2OCC2)C=C(C=C3)C(=O)O)C=C1)F (S)-2-((4-(3-((4-chloro-2-fluorobenzyl)oxy)-4-methylphenyl)-3,6-dihydropyridin-1(2H)-yl)methyl)-1-(oxetan-2-ylmethyl)-1H-benzo[d]imidazole-6-carboxylic acid